(R)-2-((4-(hydroxyimino)-1-oxo-1,4-dihydronaphthalen-2-yl)amino)-3-phenyl-N-(3-tolyl)-propionamide ON=C1C=C(C(C2=CC=CC=C12)=O)N[C@@H](C(=O)NC=1C=C(C=CC1)C)CC1=CC=CC=C1